N-[2-[4-[3-[4-[4-[(2,6-dioxo-3-piperidyl)amino]phenyl]-1-piperidyl]-3-oxo-propyl]phenyl]ethyl]-5-[rac-(2R)-2-(2,5-difluorophenyl)pyrrolidin-1-yl]pyrazolo[1,5-a]pyrimidine-3-carboxamide O=C1NC(CCC1NC1=CC=C(C=C1)C1CCN(CC1)C(CCC1=CC=C(C=C1)CCNC(=O)C=1C=NN2C1N=C(C=C2)N2[C@H](CCC2)C2=C(C=CC(=C2)F)F)=O)=O |r|